Cl.Cl.Cl.C12CN(CC(CC1)N2)C2=NC=C(C#N)C=C2 6-(3,8-diazabicyclo[3.2.1]octan-3-yl)nicotinonitrile 3HCl